(R)-3-(5-chloro-2-ethynylpyridin-4-yl)-10-methyl-9,10,11,12-tetrahydro-8H-[1,4]diazepino[5',6':4,5]thieno[3,2-f]quinolin-8-one ClC=1C(=CC(=NC1)C#C)C1=NC=2C=CC3=C(C2C=C1)C1=C(S3)C(N[C@@H](CN1)C)=O